C(C)(=O)NC=1N=C2N(N=C(C=C2)C=2C=C(C(=NC2C)OC)C(=O)NC(C)C2=C(C=CC=C2)OC(F)(F)F)C1 5-{2-acetamidoimidazo[1,2-b]pyridazin-6-yl}-2-methoxy-6-methyl-N-{1-[2-(trifluoromethoxy)phenyl]ethyl}pyridine-3-carboxamide